C(C)(C)N(C(OCC(C)OC(N(C(C)C)C(C)C)=O)=O)C(C)C propane-1,2-diyl bis(diisopropylcarbamate)